CSC1=C(C=CC=C1)C1=NC2=CC=CC=C2C=C1 2-(2-(methylthio)phenyl)quinoline